CN1CCN(CC1)C(CCCC(=O)O)=O 5-(4-methylpiperazin-1-yl)-5-oxopentanoic acid